tert-butyl (6-((5-cyclopropyl-2-morpholinooxazolo[4,5-b]pyridin-6-yl)carbamoyl)-[2,3'-bipyridin]-6'-yl)carbamate C1(CC1)C1=C(C=C2C(=N1)N=C(O2)N2CCOCC2)NC(=O)C2=CC=CC(=N2)C=2C=NC(=CC2)NC(OC(C)(C)C)=O